5-bromo-3-[(2-chloro-5-fluorophenyl)methoxy]pyridin-2-amine BrC=1C=C(C(=NC1)N)OCC1=C(C=CC(=C1)F)Cl